Methyl (R)-5-(1-((1-(tert-butoxycarbonyl)-5-methoxy-7-methyl-1H-indoL-4-yl)methyl)-4-(2,2-difluoroethyl)piperazin-2-yl)-1,2,3,4-tetrahydroquinoline-8-carboxylate C(C)(C)(C)OC(=O)N1C=CC2=C(C(=CC(=C12)C)OC)CN1[C@@H](CN(CC1)CC(F)F)C1=C2CCCNC2=C(C=C1)C(=O)OC